FC1=CC=2NC3=CC(=CC=C3C2C=C1)F 2,7-Difluorocarbazole